2-((1-(2-(isoxazol-4-yl)-6-methyl-4-oxo-4H-chromen-8-yl)ethyl)amino)benzoic acid O1N=CC(=C1)C=1OC2=C(C=C(C=C2C(C1)=O)C)C(C)NC1=C(C(=O)O)C=CC=C1